CN1C(N(C2=C1C(=CC=C2)CCN2CCNCC2)C2C(NC(CC2)=O)=O)=O 3-(3-methyl-2-oxo-4-(2-(piperazin-1-yl)ethyl)-2,3-dihydro-1H-benzo[d]imidazol-1-yl)piperidine-2,6-dione